OCC1=CC(=NN1C)C(=O)OC methyl 5-(hydroxymethyl)-1-methyl-pyrazole-3-carboxylate